OCCN1C(C2C(C1=O)CCC=C2)=O N-hydroxyethyl-tetrahydrophthalimide